6-(5-{[(4-fluorophenyl)amino]methyl}-1,3,4-oxadiazol-2-yl)-3-methoxy-1,2-diazine FC1=CC=C(C=C1)NCC1=NN=C(O1)C1=CC=C(N=N1)OC